N-methyl-6-(2-methyl-4-((4-(4-methylthiophen-2-yl)phthalazin-1-yl)amino)phenyl)-8,9-dihydroimidazo[1',2':1,6]pyrido[2,3-d]pyrimidin-2-amine CNC=1N=CC2=C(N1)N1C(C(=C2)C2=C(C=C(C=C2)NC2=NN=C(C3=CC=CC=C23)C=2SC=C(C2)C)C)=NCC1